[Zn].[Al].[Ag] silver-aluminum-zinc